(1s,3s)-3-(4-(2-(4-((2-(2-oxo-6-azaspiro[3.3]heptane-6-yl)pyrimidine-5-yl)methoxy)phenyl)propan-2-yl)phenoxy)cyclobutylamine O=C1CC2(C1)CN(C2)C2=NC=C(C=N2)COC2=CC=C(C=C2)C(C)(C)C2=CC=C(OC1CC(C1)N)C=C2